tert-butyl (2S)-2-methyl-4-[2-[4-[2-[(2S)-2-methylazetidin-1-yl]-6-(trifluoromethyl)pyrimidin-4-yl]pyrazol-1-yl]acetyl]piperazine-1-carboxylate C[C@@H]1N(CCN(C1)C(CN1N=CC(=C1)C1=NC(=NC(=C1)C(F)(F)F)N1[C@H](CC1)C)=O)C(=O)OC(C)(C)C